O/C(=C(/C(=O)OCC)\C1=C(OC(C2=CC=CC=C12)=O)C1=NC=CC=C1)/C Ethyl (E)-3-hydroxy-2-(1-oxo-3-(pyridin-2-yl)-1H-isochromen-4-yl)but-2-enoate